FC1=CC=C(S1)CC[C@@]1(CN(CC1)C(C)(C)C=1C=NC(=CC1)C)CNS(=O)(=O)NC(C)C |o1:8| (R or S)-((3-(2-(5-fluorothiophen-2-yl)ethyl)-1-(2-(6-methylpyridin-3-yl)propan-2-yl)pyrrolidin-3-yl)methyl)sulfamoyl-propan-2-yl-amine